ClC=1C(=CC2=C(N(C(NC2=O)=O)C=2C(=NC=CC2C(C)C)C(C)C)N1)F 7-chloro-1-(2,4-diisopropyl-pyridin-3-yl)-6-fluoropyrido[2,3-d]pyrimidine-2,4(1H,3H)-dione